5-fluoro-N-isopropyl-N-methyl-2-(3-(4-(methyl((4-(methylsulfonamido)cyclohexyl)methyl)amino)cyclohexyl)-1H-pyrrolo[2,3-c]pyridin-1-yl)benzamide FC=1C=CC(=C(C(=O)N(C)C(C)C)C1)N1C=C(C=2C1=CN=CC2)C2CCC(CC2)N(CC2CCC(CC2)NS(=O)(=O)C)C